1-ethyl 3-methylimidazolium-2-carboxylate C[N+]1=C(NC=C1)C(=O)OCC